C(#N)C(CCC(=O)O)(C)SC(=O)SCC 4-cyano-4-((ethylthio)carbonylthio)pentanoic acid